3-methyl-3,4-dihydro-1H-pyrido[3,4-b]indole CC1CC2=C(NC3=CC=CC=C23)CN1